methyl (3'r,6r)-3,8,10-trifluoro-11H-spiro[chromeno[4,3-b]indole-6,1'-cyclobutane]-3'-carboxylate FC1=CC=C2C(=C1)OC1(CC(C1)C(=O)OC)C1=C2NC2=C(C=C(C=C12)F)F